2-(4-chlorophenyl)-8,8,11-trimethyl-2-(2-oxopropyl)-5-pentyl-8a,9,10,12a-tetrahydro-4H,8H-benzo[c][1,3]dioxino[4,5-f]chromen-4-one ClC1=CC=C(C=C1)C1(OC(C=2C(=C3C4C(C(OC3=CC2CCCCC)(C)C)CCC(=C4)C)O1)=O)CC(C)=O